2,2-dimethyl-3-oxo-4-(2-oxo-3H-1,3-benzoxazol-6-yl)piperazine-1-carboxylic acid tert-butyl ester C(C)(C)(C)OC(=O)N1C(C(N(CC1)C1=CC2=C(NC(O2)=O)C=C1)=O)(C)C